3,2-dioxaborole B1OOC=C1